COC(N[C@H](C(=O)NC=1C(N(C=CC1)CC1=CC2=NC=C(C(=C2N1)CC(C)C)F)=O)CC\C=C\C(=O)N(C)C)=O Methyl-(S,E)-(7-(dimethylamino)-1-((1-((6-fluoro-7-isobutyl-1H-pyrrolo[3,2-b]pyridin-2-yl)methyl)-2-oxo-1,2-dihydropyridin-3-yl)amino)-1,7-dioxohept-5-en-2-yl)carbamat